CC(C(=O)O)(C)N1C(N(C2=C(C1=O)C(=C(S2)C=2OC=CN2)C)C[C@@H](C2=CC=CC=C2)OC2CCOCC2)=O 2-methyl-2-[5-methyl-1-[(2R)-2-(oxan-4-yloxy)-2-phenylethyl]-6-(1,3-oxazol-2-yl)-2,4-dioxo-1H,2H,3H,4H-thieno[2,3-d]pyrimidin-3-yl]propanoic acid